ClC=1C=C2C(=NC=NC2=CC1C1=C(C=CC(=C1)NC)C)N1CCN(CC1)C(C=C)=O 1-(4-(6-chloro-7-(2-methyl-5-(methylamino)phenyl)quinazolin-4-yl)piperazin-1-yl)prop-2-en-1-one